1-[2-(3-chloro-2-pyridyl)-5-(trifluoromethyl)pyrazol-3-yl]-3-[(1S)-1-(2-pyrimidin-2-yl-1,2,4-triazol-3-yl)ethyl]urea ClC=1C(=NC=CC1)N1N=C(C=C1NC(=O)N[C@@H](C)C=1N(N=CN1)C1=NC=CC=N1)C(F)(F)F